3-chloro-2-cyclopropoxy-5-(methyl(4-(2-(methylthio)quinoxalin-6-yl)phenyl)amino)benzonitrile ClC=1C(=C(C#N)C=C(C1)N(C1=CC=C(C=C1)C=1C=C2N=CC(=NC2=CC1)SC)C)OC1CC1